Cl.FC(OC=1C(=CC(=NC1)C=1C=NC(=NC1)C(F)(F)F)CN)(F)F [5-(trifluoromethoxy)-2-[2-(trifluoromethyl)pyrimidin-5-yl]pyridin-4-yl]methylamine hydrochloride